ClC=1C=2N(C=C(C1)C(F)(F)F)C[C@]1(N2)CCOC2=CC(=CC=C21)C(F)(F)F (S)-8'-chloro-6',7-bis(trifluoromethyl)-3'H-spiro[chroman-4,2'-imidazo[1,2-a]pyridine]